NC=1C=2N(C=CN1)C(=NC2C2=CC(=C(C=C2)NC(=O)NC2=CC(=C(C=C2)CN2CCN(CC2)C)C(F)(F)F)F)C=C(C)C 1-(4-(8-amino-3-(2-methylprop-1-en-1-yl)imidazo[1,5-a]pyrazin-1-yl)-2-fluorophenyl)-3-(4-((4-methylpiperazin-1-yl)methyl)-3-(trifluoromethyl)phenyl)urea